C(C(=C)C)(=O)O.O1CCO1 oxyethylene ether methacrylate